Benzyl (2R,4R)-2-((2-((benzyloxy)carbonyl)-3-hydroxy-5-methylphenoxy)methyl)-4-((tert-butyldiphenylsilyl)oxy)pyrrolidin-1-carboxylate C(C1=CC=CC=C1)OC(=O)C1=C(OC[C@@H]2N(C[C@@H](C2)O[Si](C2=CC=CC=C2)(C2=CC=CC=C2)C(C)(C)C)C(=O)OCC2=CC=CC=C2)C=C(C=C1O)C